C(C)(C)(C)OC(=O)NC[C@@H](C(=O)O)N1C(C=CC1=O)=O.C1(CCCCC1)NC1CCCCC1 dicyclohexylamine (S)-3-((tert-butoxycarbonyl)amino)-2-(2,5-dioxo-2,5-dihydro-1H-pyrrol-1-yl)propanoate